9-((((E)-9-((stearoyloxy)methyl)octadec-10-enoyl)oxy)methyl)octadec-10-enoic acid (2'-ethylhexyl) ester C(C)C(COC(CCCCCCCC(C=CCCCCCCC)COC(CCCCCCCC(\C=C\CCCCCCC)COC(CCCCCCCCCCCCCCCCC)=O)=O)=O)CCCC